C(C)(C)(C)OC(CCC1=CC=C(C=C1)C1(CC1)C(=O)OC)=O Methyl 1-(4-(3-(tert-butoxy)-3-oxopropyl)phenyl)cyclopropane-1-carboxylate